9-(2,2-difluoroethyl)-7-methyl-2-(2-(2-(trifluoromethyl)pyridin-4-yl)-2,6-diazaspiro[3.4]octan-6-yl)-7,9-dihydro-8H-purin-8-one FC(CN1C2=NC(=NC=C2N(C1=O)C)N1CC2(CN(C2)C2=CC(=NC=C2)C(F)(F)F)CC1)F